OOONOCCCCCCCNCCCCC tetraoxa-4,13-diaza-octadecane